(S)-3-(tert-butyl)-1-methyl-N-(3-(1-((1-methyl-1H-pyrazolo[3,4-b]pyrazin-6-yl)amino)ethyl)phenyl)-1H-pyrazole-5-carboxamide C(C)(C)(C)C1=NN(C(=C1)C(=O)NC1=CC(=CC=C1)[C@H](C)NC1=CN=C2C(=N1)N(N=C2)C)C